ClC1=C(C(=O)N2CCC(CC2)NC(=O)[C@H]2NC[C@@H](C2)O)C=CC(=C1)NC=1C=2N(C=CN1)C(=CN2)C=2C(=NN(C2)CC#N)C(F)(F)F (2S,4R)-N-[1-[2-chloro-4-[[3-[1-(cyanomethyl)-3-(trifluoromethyl)pyrazol-4-yl]imidazo[1,2-a]pyrazin-8-yl]amino]benzoyl]piperidin-4-yl]-4-hydroxypyrrolidine-2-carboxamide